N-Boc-L-Leucine C(=O)(OC(C)(C)C)N[C@@H](CC(C)C)C(=O)O